(R)-1-(tetrahydrofuran-3-yl)-6-(2-(2-(trifluoromethyl)pyridin-4-yl)-2,6-diazaspiro[3.4]octan-6-yl)-1H-pyrazolo[3,4-b]pyrazine O1C[C@@H](CC1)N1N=CC=2C1=NC(=CN2)N2CC1(CN(C1)C1=CC(=NC=C1)C(F)(F)F)CC2